OC1=NC=C(C=O)C=C1C(F)(F)F 6-hydroxy-5-(trifluoromethyl)nicotinaldehyde